3-(5-(((3S,4S)-3-(benzylamino)tetrahydro-2H-pyran-4-yl)oxy)-1-oxoisoindolin-2-yl)piperidine-2,6-dione C(C1=CC=CC=C1)N[C@H]1COCC[C@@H]1OC=1C=C2CN(C(C2=CC1)=O)C1C(NC(CC1)=O)=O